C(C)C1N(CCCC1)[Si](OC)(OC)C(C)(C)CCC (2-ethylpiperidyl)tert-hexyl-dimethoxysilane